1-((2-undecyl-1,3-dioxan-5-yl)oxy)propan-2-ol C(CCCCCCCCCC)C1OCC(CO1)OCC(C)O